6-Methyl-3,4-dihydro-quinolin-2(1H)-one CC=1C=C2CCC(NC2=CC1)=O